NC=1SC2=C(N1)C([C@@H]1CC[C@]3([C@@]4(CCC5(CC[C@H]([C@@H](C5C4=CC[C@@H]3[C@]1(C2)C)C)C)C(=O)OCC2=CC=CC=C2)C)C)(C)C (1S,2R,6aS,6bR,8aR,13aR,13bR)-benzyl 11-amino-1,2,6a,6b,9,9,13a-heptamethyl-1,2,3,4,4a,5,6,6a,6b,7,8,8a,9,13,13a,13b,14,15b-octadecahydropiceno[3,2-d]thiazole-4a-carboxylate